O=C(CC(C)SCC(=O)OCCOC(CSC(C)CC(CCCC)=O)=O)CCCC ethane-1,2-diyl bis(2-((4-oxooctan-2-yl)thio)acetate)